3-(3-(2-(6-oxo-3-phenyl-3a-(1-phenylvinyl)-1,3a,4,5,6,6a-hexahydropentalen-2-yl)ethoxy)propoxy)propanoic acid O=C1CCC2(C(=C(CC12)CCOCCCOCCC(=O)O)C1=CC=CC=C1)C(=C)C1=CC=CC=C1